S1C(SCCC1)C(C(=CC1=C(C=CC=C1)OC)C1=CC=CC=C1)=O 1-(1,3-Dithian-2-yl)-3-(2-methoxyphenyl)-2-phenylprop-2-en-1-one